[Bi].[Sc].[Pb] lead scandium bismuth